methyl 5-bromo-4-[5-fluoro-3-(methoxymethoxy)pyridin-2-yl]thiophene-2-carboxylate BrC1=C(C=C(S1)C(=O)OC)C1=NC=C(C=C1OCOC)F